Racemic-ethyl 2,5-dioxotetrahydro-1H-pyrrolizine-7a(5H)-carboxylate O=C1C[C@]2(CCC(N2C1)=O)C(=O)OCC |r|